benzyl 5,6-dihydro-4H-pyrrolo[1,2-b]pyrazole-6-carboxylate N=1N2C(=CC1)CCC2C(=O)OCC2=CC=CC=C2